F[C@H]1CN(CC[C@H]1NC1=C2C=C(N(C2=CC=C1)CC(F)(F)F)C1=NOC(=N1)CNC(=O)C1=CC(=NC(=C1)C)COC)C N-[[3-[4-[[(3S,4R)-3-fluoro-1-methyl-4-piperidyl]amino]-1-(2,2,2-trifluoroethyl)indol-2-yl]-1,2,4-oxadiazol-5-yl]methyl]-2-(methoxymethyl)-6-methyl-pyridine-4-carboxamide